C(C)(C)(C)NS(=O)(=O)C1=CC(=CC=C1)NC1=NC(=NC=C1C)NC1=CC=C(C=C1)N1CCC(CC1)NC N-(tert-butyl)-3-((5-methyl-2-((4-(4-(methylamino)piperidin-1-yl)phenyl)amino)pyrimidin-4-yl)amino)benzenesulfonamide